C(C=C)(=O)O.C1(CCCCCCC1)C1CCCCCCC1 Bicyclooctane Acrylate